lithium benzo[e]indene C1=CCC=2C=CC3=C(C12)C=CC=C3.[Li]